FC1=C(C=C(C=C1)C1=C(C(=NO1)C(=O)N1CC(CC1)C1=CC=CC=C1)C#N)O 5-(4-Fluoro-3-hydroxyphenyl)-3-(3-phenylpyrrolidine-1-carbonyl)isoxazole-4-carbonitrile